N1=CC=CC2=CC=CC(=C12)CC1=NN2C(=NC=3C=CC=CC3C2=C1)N 2-(quinolin-8-ylmethyl)pyrazolo[1,5-c]quinazolin-5-amine